C(C)N1C(N(C2=C1C=C(C=C2)[C@H]2[C@@H](CNCC2)F)C2C(NC(CC2)=O)=O)=O 3-[3-ethyl-5-[(3S,4S)-3-fluoro-4-piperidyl]-2-oxo-benzimidazol-1-yl]piperidine-2,6-dione